1,4-bis[(2-hydroxyethyl)amino]anthra-9,10-quinone OCCNC1=CC=C(C=2C(=O)C3=CC=CC=C3C(=O)C12)NCCO